[Li+].[O-2].[Li+].[V+5] vanadium-lithium oxide lithium